(E)-2-(2-cyano-3-methoxy-3-oxoprop-1-en-1-yl)-3-oxocyclopent-1-en-1-olate C(#N)\C(=C/C1=C(CCC1=O)[O-])\C(=O)OC